C1(=CC=CC=C1)C1CC[C@@H](N1)C(=O)N 5-phenyl-D-prolinamide